BrC1=C(C(=CC=2SC(=CC21)C(C[C@@H](C(=O)O)C)=O)OC)OCCCOC2=CC1=C(SC(=C1)CC[C@H](C)C(=O)O)C=C2OC (S)-4-(4-bromo-5-(3-((2-((S)-3-carboxybutyl)-6-methoxybenzo[b]thiophen-5-yl)oxy)propoxy)-6-methoxybenzo[b]thiophen-2-yl)-2-methyl-4-oxobutanoic acid